6-chloro-N-(3-methyl-4-{[1,2,4]triazolo[1,5-a]pyridin-7-yloxy}phenyl)pyrimido[5,4-d][1,3]diazin-4-amine ClC=1N=CC=2N=CN=C(C2N1)NC1=CC(=C(C=C1)OC1=CC=2N(C=C1)N=CN2)C